(propan-2-yl)-1,2-dihydroquinolin CC(C)N1CC=CC2=CC=CC=C12